CN1C=NC2=C1C=NC=C2C2=CN=C(C(=N2)C(=O)N)NC=2C(=NN(C2)CC(F)(F)F)C 6-(3-methylimidazo[4,5-c]pyridin-7-yl)-3-[[3-methyl-1-(2,2,2-trifluoroethyl)pyrazol-4-yl]amino]pyrazine-2-carboxamide